1-[2-(5-{[(5-Chlorothiophen-2-yl)methyl]amino}-1-(2-methoxybenzoyl)-1H-pyrazol-3-yl)pyrrolidin-1-yl]-2,2-dimethylpropan-1-on ClC1=CC=C(S1)CNC1=CC(=NN1C(C1=C(C=CC=C1)OC)=O)C1N(CCC1)C(C(C)(C)C)=O